Tricyclo[5.2.1.02,6]Dec-3-Ene Iodide [I-].C12C3C=CCC3C(CC1)C2